FC=1C(=NC=C(C1)F)C(=O)N 3,5-difluoropyridinecarboxamide